C(C)(C)(C)OC(=O)N1CCC2(CC1)COC1=NC(=CC=C12)C(=O)O (tert-butoxycarbonyl)-2H-spiro[furo[2,3-b]pyridine-3,4'-piperidine]-6-carboxylic acid